(7-chloro-2-(4-(hydroxymethyl)phenyl)quinolin-4-yl)(morpholino)methanone ClC1=CC=C2C(=CC(=NC2=C1)C1=CC=C(C=C1)CO)C(=O)N1CCOCC1